4-(2-(methylthio)pyrimidin-4-yl)pyridazin-3(2H)-one CSC1=NC=CC(=N1)C=1C(NN=CC1)=O